C(C)(=O)N[C@@H]1C(N(CC1)[C@H](C(CN(C(CCl)=O)C[C@H]1C(NCC1)=O)=O)CC(C)C)=O N-((S)-3-((S)-3-acetamido-2-oxopyrrolidin-1-yl)-5-methyl-2-oxohexyl)-2-chloro-N-(((S)-2-oxopyrrolidin-3-yl)methyl)acetamide